(S)-1-((S)-2-((1R,3aS,7aR,E)-4-(2-((3R,5R)-3,5-bis((t-butyldimethylsilyl)oxy)cyclohexylidene)ethylidene)-7a-methyloctahydro-1H-inden-1-yl)propyl)-3-(difluoromethyl)pyrrolidin [Si](C)(C)(C(C)(C)C)O[C@@H]1CC(C[C@H](C1)O[Si](C)(C)C(C)(C)C)=C\C=C/1\[C@@H]2CC[C@@H]([C@]2(CCC1)C)[C@@H](CN1C[C@H](CC1)C(F)F)C